C(C=C)(=O)OCC(COC(C=C)=O)(COCC(COC(C=C)=O)(COC(C=C)=O)COC(C=C)=O)COC(C=C)=O Dipentaerythritol hexa-acrylate